C1(=CC=CC=C1)NC1=C(C=CC=C1)N N-phenyl-1,2-phenylenediamine